BrC1=CC=C2C(=CNC2=C1N1N=CC=C1)S(=O)(=O)NC1=NC(=C(C(=N1)OC)OC(F)F)OC 6-bromo-N-[5-(difluoromethoxy)-4,6-dimethoxy-pyrimidin-2-yl]-7-pyrazol-1-yl-1H-indole-3-sulfonic acid amide